CC(CCC=O)CCCC(CC)C 4,8-Dimethyldecanal